C(C)(C)C=1C(=NNC1C=1C=C(C=2N(C1)N=CN2)OC)C2=CC=C(C=N2)C2CCC(CC2)N2CC1(C2)CCOCC1 2-(4-(6-(4-isopropyl-5-(8-methoxy-[1,2,4]triazolo[1,5-a]pyridin-6-yl)-1H-pyrazol-3-yl)pyridin-3-yl)cyclohexyl)-7-oxa-2-azaspiro[3.5]nonane